[Si](C)(C)(C(C)(C)C)OC(C(=O)OC(C)(C)C)COC1=CC=C(C=C1)B1OC(C(O1)(C)C)(C)C tert-Butyl 2-((tert-butyldimethylsilyl)oxy)-3-(4-(4,4,5,5-tetramethyl-1,3,2-dioxaborolan-2-yl)phenoxy)propanoate